lanthanum-selenium [Se].[La]